C1(CC1)C=1OC(=CN1)C(=O)NC=1C=CC(=NC1)C=1N=NN(C1NC(O[C@H](C)C=1C(=NC=C(C1)F)F)=O)C (R)-1-(2,5-difluoropyridin-3-yl)ethyl (4-(5-(2-cyclopropyl-oxazole-5-carboxamido) pyridin-2-yl)-1-methyl-1H-1,2,3-triazol-5-yl)carbamate